5-(((S)-3,3-difluoro-1-methylpiperidin-4-yl)oxy)-6-(((S)-tetrahydrofuran-3-yl)oxy)quinazolin-4-amine FC1(CN(CC[C@@H]1OC1=C2C(=NC=NC2=CC=C1O[C@@H]1COCC1)N)C)F